FC(C(=O)O)(F)F.ClC1=C(C=C(C=C1)C(CNC)C1=CC=CC=C1)C=1C(=CC=C(C1F)OCCOC)C(=O)N 2'-chloro-6-fluoro-5-(2-methoxyethoxy)-5'-(2-(methylamino)-1-phenylethyl)-[1,1'-biphenyl]-2-carboxamide trifluoroacetate